4-[(2-{4-[5-chloro-2-(1,3-oxazol-5-yl)phenyl]-5-methoxy-2-oxopyridin-1(2H)-yl}butyryl)amino]benzoic acid tert-butyl ester C(C)(C)(C)OC(C1=CC=C(C=C1)NC(C(CC)N1C(C=C(C(=C1)OC)C1=C(C=CC(=C1)Cl)C1=CN=CO1)=O)=O)=O